C1(CCC1)N(C(=O)C=1N=C(NC1)[C@H]1N(C[C@@H](C1)O)C(C(C(C)C)C1=CC(=NO1)OC)=O)CC1=CC=C(C=C1)C1=C(N=CS1)C N-cyclobutyl-2-[(2S,4R)-4-hydroxy-1-[2-(3-methoxyisoxazol-5-yl)-3-methyl-butyryl]pyrrolidin-2-yl]-N-[[4-(4-methylthiazol-5-yl)phenyl]methyl]-1H-imidazole-4-carboxamide